5-(2-fluorophenyl)-N-[3-methoxy-5-(trifluoromethyl)-2-pyridyl]-1H-pyrrole-3-sulfonamide FC1=C(C=CC=C1)C1=CC(=CN1)S(=O)(=O)NC1=NC=C(C=C1OC)C(F)(F)F